C(C)(O)=S monothioethanol